C(C)(=O)N1CCC(CC1)N1N=CC2=C1N(C(C=1C=C(C=C(C21)C(C)OC=2C(=NC(=CC2)Cl)C=2C=CC(=NC2)C(=O)NC)C)=O)C 5-[3-[1-[3-(1-Acetyl-4-piperidyl)-4,7-dimethyl-5-oxo-pyrazolo[3,4-c]isoquinolin-9-yl]ethoxy]-6-chloro-2-pyridyl]-N-methyl-pyridine-2-carboxamide